[Si](C)(C)(C(C)(C)C)O[C@H]1[C@@H](CCCC1)NC1=CC(=CC=C1)C |r| rac-N-((1R,2R)-2-((tert-butyldimethylsilyl)oxy)cyclohexyl)-3-methylaniline